NC=1C=2N(C=CN1)C(=NC2C(C2=C(C=C(C=C2)OC2=CC=CC=C2)Cl)=O)[C@H]2N(CCC2)C(C#CC)=O (S)-1-(2-(8-amino-1-(2-chloro-4-phenoxybenzoyl)imidazo[1,5-a]pyrazin-3-yl)pyrrolidin-1-yl)but-2-yn-1-one